Cl.ClC1=C(C=CC=C1)[C@]1(C([C@@](CCC1)(C)O)=O)NC (2R,6S)-2-(2-chlorophenyl)-6-hydroxy-6-methyl-2-methylaminocyclohexan-1-one hydrochloride